cyclopropyl-(4-fluoro-phenyl)methanone C1(CC1)C(=O)C1=CC=C(C=C1)F